(bicyclo[2.2.1]hept-5-en-2-ylmethoxy)(ethyl)diphenylsilane C12C(CC(C=C1)C2)CO[Si](C2=CC=CC=C2)(C2=CC=CC=C2)CC